COC1=CC(=C(C=C1C2=COC3=CC(=C(C=C3C2=O)OC)[O-])OC)OC The molecule is a flavonoid oxoanion that is the conjugate base of dalnigrein, obtained by deprotonation of the 7-hydroxy group. It is the major microspecies at pH 7.3 (according to Marvin v 6.2.0.). It is a conjugate base of a dalnigrein.